1-Propyl-3-ethylpyridinium acetat C(C)(=O)[O-].C(CC)[N+]1=CC(=CC=C1)CC